ClC=1C=C(C=C(C1F)F)C(C=1N(C(=C(N1)S(=O)C=N)C)COCC[Si](C)(C)C)C1=CC(=C(C(=C1)F)F)Cl {2-[bis(3-chloro-4,5-difluorophenyl)methyl]-5-methyl-1-{[2-(trimethylsilyl)eth-oxy]methyl}-1H-imidazol-4-yl}(imino)methyl-sulfanone